FC1=CC=C(C=C1)N1N=CC2=C1N=CN(C2=O)CC2(CCN(CC2)C(=O)OC(C)(C)C)O tert-Butyl 4-((1-(4-fluorophenyl)-4-oxo-1,4-dihydro-5H-pyrazolo[3,4-d]pyrimidin-5-yl)methyl)-4-hydroxypiperidine-1-carboxylate